(R,Z)-3-((5-(bicyclo[1.1.1]pentan-1-yl)-3-butyl-7-chloro-1,1-dioxido-2,3,4,5-tetrahydrobenzo[f][1,2,5]thiadiazepin-8-yl)oxy)-2-fluoroacrylic acid C12(CC(C1)C2)N2C[C@H](NS(C1=C2C=C(C(=C1)O\C=C(\C(=O)O)/F)Cl)(=O)=O)CCCC